2-[5-(dibenzofuran-2-ylmethylamino)-2-(3-fluoroazetidin-1-yl)-6-oxo-pyrimidin-1-yl]-N-(1H-pyrrolo[3,2-c]pyridin-2-ylmethyl)acetamide C1=C(C=CC=2OC3=C(C21)C=CC=C3)CNC3=CN=C(N(C3=O)CC(=O)NCC3=CC=2C=NC=CC2N3)N3CC(C3)F